NC1=NC=NN2C1=C(C=C2C=2C=CC(=C(C(=O)N[C@@H]1CN(C[C@@H]1F)C(CC(F)(F)F)=O)C2)C(F)(F)F)C(F)(F)F 5-[4-amino-5-(trifluoromethyl)pyrrolo[2,1-f][1,2,4]triazin-7-yl]-N-[(3R,4S)-4-fluoro-1-(3,3,3-trifluoropropanoyl)pyrrolidin-3-yl]-2-(trifluoromethyl)benzamide